C(CCC(=O)[O-])(=O)[O-].OCC[N+](C)(C)C.OCC[N+](C)(C)C choline succinate salt